{4-[2-(2-chloro-3-fluorophenyl)acetylamino]pyridin-2-yl}-N-(2,4-dimethylphenyl)acetamide ClC1=C(C=CC=C1F)CC(=O)NC1=CC(=NC=C1)CC(=O)NC1=C(C=C(C=C1)C)C